4-((2S,3S)-4-acryloyl-3-methylmorpholin-2-yl)-6-chloro-6'-fluoro-5'-methoxy-N-methyl-[2,4'-bipyridine] C(C=C)(=O)N1[C@H]([C@@H](OCC1)C=1C=C(N(C(C1)Cl)C)C1=CC=NC(=C1OC)F)C